C=CC=CC=C Hexadienen